C(=O)O.N1=CC=C(C=C1)C=1N=C(C2=C(N1)C=NC=C2)N2CCC1(CCN(C1)CC1(COC1)O)CC2 3-[[8-[2-(4-pyridyl)pyrido[3,4-d]pyrimidin-4-yl]-2,8-diazaspiro[4.5]decan-2-yl]methyl]oxetan-3-ol, formate salt